(4-bromophenyl)benzonitrile BrC1=CC=C(C=C1)C1=C(C#N)C=CC=C1